1,6,11-tris[2,4-bis(N-butyl-N-(2,2,6,6-tetramethyl-4-piperidyl)amino)-s-triazin-6-yl]aminoUndecane C(CCC)N(C1CC(NC(C1)(C)C)(C)C)C1=NC(=NC(=N1)N(CCCC)C1CC(NC(C1)(C)C)(C)C)NCCCCCC(CCCCCNC1=NC(=NC(=N1)N(CCCC)C1CC(NC(C1)(C)C)(C)C)N(CCCC)C1CC(NC(C1)(C)C)(C)C)NC1=NC(=NC(=N1)N(CCCC)C1CC(NC(C1)(C)C)(C)C)N(CCCC)C1CC(NC(C1)(C)C)(C)C